Octadecanoic acid, 2-ethylhexyl ester C(CCCCCCCCCCCCCCCCC)(=O)OCC(CCCC)CC